Sulphate Copper [Cu+2].S(=O)(=O)([O-])[O-]